4-oxo-3H-pyrimidine-2-carboxylic acid O=C1NC(=NC=C1)C(=O)O